N[C@@H](CCCCN)C(=O)N L-lysyl-amine